FC1=C(C=C(C=C1F)C)C=1C=NC=2CCN(CC2C1)C=1C(=C(C=2N(N1)C(C=C(N2)C)=O)C)C 7-(3-(2,3-difluoro-5-methylphenyl)-7,8-dihydro-1,6-naphthyridin-6(5H)-yl)-2,8,9-trimethyl-4H-pyrimido[1,2-b]pyridazin-4-one